4-amino-1-hydroxy-2-methoxymethylbenzene NC1=CC(=C(C=C1)O)COC